(S)-4-methyl-2-(4-methylphenyl-sulphonamido)-N-(4-(4-morpholinophenyl)thiazol-2-yl)pentanamide tert-butyl-(4-bromobenzoyl)-L-alaninate C(C)(C)(C)N([C@@H](C)C(=O)O)C(C1=CC=C(C=C1)Br)=O.CC(C[C@@H](C(=O)NC=1SC=C(N1)C1=CC=C(C=C1)N1CCOCC1)NS(=O)(=O)C1=CC=C(C=C1)C)C